2-naphthalen C1=CC=C2C=CC=CC2=C1